NC1CC(C1)OC1=CC=C(C=C1)C1(CCC(CC1)(F)F)C1=CC=C(C=C1)O 4-(1-(4-(3-aminocyclobutoxy)phenyl)-4,4-difluorocyclohexyl)phenol